C(CCCCCCCCCCCCCCCCC)OC(CCC1=CC(=C(C(=C1)C(C)(C)C)O)C(C)(C)C)=O.CC(CC(=O)C1=C(C=CC(=C1)Cl)C#CC1=CC=CC=C1)=C 3-methyl-1-(5-chloro-2-(phenylethynyl)phenyl)but-3-en-1-one octadecyl-3-(3,5-di-tert-butyl-4-hydroxyphenyl)propionate